(S)-1-((6-(5-fluoro-2-(((3S,4R)-3-hydroxytetrahydro-2H-pyran-4-yl)amino)pyrimidin-4-yl)-4-isopropylquinolin-3-yl)methyl)piperidin-3-ol FC=1C(=NC(=NC1)N[C@H]1[C@@H](COCC1)O)C=1C=C2C(=C(C=NC2=CC1)CN1C[C@H](CCC1)O)C(C)C